N(=C=O)C(CCC(=O)N=C=O)=O 1,4-diisocyanatobutane-1,4-dione